3-(N-(2-(benzyloxy)ethyl)-N-methylsulfamoyl)-1-methyl-1H-imidazol-3-ium C(C1=CC=CC=C1)OCCN(S(=O)(=O)[N+]1=CN(C=C1)C)C